C1(CC1)C=1C=CC=2N(C1)C=C(N2)C(CCC=2NC=C(N2)C(=O)OC)O methyl 2-(3-(6-cyclopropylimidazo[1,2-a]pyridin-2-yl)-3-hydroxypropyl)-1H-imidazole-4-carboxylate